L-4,4'-Dithiobis(2-aminobutanoic acid) C(CSSCC[C@@H](C(=O)O)N)[C@@H](C(=O)O)N